N-cyclopropyl-N'-(3-(1-hexyl-1,2,3,4-tetrahydropyridin-4-yl)pyrrolo[3,2-b]pyridin-5-yl)urea fumarate C(\C=C\C(=O)O)(=O)O.C1(CC1)NC(=O)NC1=CC=C2C(=N1)C(=CN2)C2CCN(C=C2)CCCCCC